N-benzyl-4-((4-(3-(hydroxyamino)-3-oxopropyl)piperazin-1-yl)methyl)benzamide C(C1=CC=CC=C1)NC(C1=CC=C(C=C1)CN1CCN(CC1)CCC(=O)NO)=O